antimonous acid [Sb](O)(O)O